((4-nitrophenyl) ethyl)sulfonate [N+](=O)([O-])C1=CC=C(C=C1)CCS(=O)(=O)[O-]